NC=1SC2=C(C1C#N)C(=CC=C2F)C2=C(C=C1C(=NC=NC1=C2F)[C@H]2CNCCC2)Cl 2-Amino-4-[6-chloro-8-fluoro-4-[(3R)-3-piperidyl]quinazolin-7-yl]-7-fluoro-benzothiophene-3-carbonitrile